CC1(OB(OC1(C)C)C1=CC=2N(C=C1)N=C(C2)C(=O)N)C 5-(4,4,5,5-tetramethyl-1,3,2-dioxaborolan-2-yl)pyrazolo[1,5-a]pyridine-2-carboxamide